(+)-N-Boc-isoleucine C(=O)(OC(C)(C)C)N[C@@H]([C@@H](C)CC)C(=O)O